ethyl (S)-3-(benzyl((R)-1-phenylethyl)amino)-3-(2',6,6'-trifluorobiphenyl-3-yl)propanoate C(C1=CC=CC=C1)N([C@@H](CC(=O)OCC)C=1C=C(C(=CC1)F)C1=C(C=CC=C1F)F)[C@H](C)C1=CC=CC=C1